IC1=CC=C(C=C1)S(=O)(=O)OCC[N-]S(=O)(=O)C1=C(C(=C(C=C1)F)F)F (2-(4-iodophenylsulfonyloxy)ethyl)(trifluorobenzenesulfonyl)amide